CN(C1=CC=C(C=C1)C1=CC(=C(C=C1)CN(C(=O)[C@H]1[C@H]2CC[C@@H](C1)C2)C=2C=C(C=NC2)/C=C/C(=O)OC)F)C methyl (E)-3-(5-((1S,2R,4R)-N-((4'-(dimethylamino)-3-fluoro-[1,1'-biphenyl]-4-yl)methyl)bicyclo[2.2.1]heptane-2-carboxamido)pyridin-3-yl)acrylate